CC1(OC(C(C(O1)=O)=CC=CC1=CC=CC=C1)=O)C 2,2-dimethyl-5-(3-phenyl-2-propenylidene)-1,3-Dioxane-4,6-dione